CC1(CC=C(CC1)C=1SC=CN1)C 2-(4,4-dimethylcyclohex-1-en-1-yl)thiazole